CN1CC(N(CC1)C(=O)C1=C(C=C(C=C1)NC(=O)C1CC1)C1=CN=C(S1)C)C1=CC=CC=C1 N-[4-(4-methyl-2-phenylpiperazine-1-carbonyl)-3-(2-methyl-1,3-thiazol-5-yl)phenyl]cyclopropanecarboxamide